IC1=CC=CC=2C3=C(OC21)C(=CC=2C=CC=CC23)C2=CC=CC=C2 8-iodo-6-phenyl-naphtho[2,1-b]benzofuran